C1=2NNNNCCCCCC(=CC=C1)C2 tetraazabicyclo[9.3.1]-pentadeca-1(15),11,13-triene